C(C)(=O)C1(CC=C(C=CC2=CC(O)=CC(O)=C2)C=C1)O 4'-acetyl-resveratrol